ClC=1C=C(C=CC1F)NC(=O)[C@@H]1N(S(N[C@@H](C1)C1CCCC1)(=O)=O)C Cis-N-(3-chloro-4-fluorophenyl)-5-cyclopentyl-2-methyl-1,2,6-thiadiazinane-3-carboxamide 1,1-dioxide